C(#N)C1=CC=C(C=C1)CS(=O)(=O)NC1=NC=C(C=C1)C1=CC2=C(N=C(N=C2)N[C@@H]2CNC[C@H](C2)F)N(C1=O)C(C)C 1-(4-cyanophenyl)-N-(5-(2-(((3S,5S)-5-fluoropiperidin-3-yl)amino)-8-isopropyl-7-oxo-7,8-dihydropyrido[2,3-d]pyrimidin-6-yl)pyridin-2-yl)methanesulfonamide